NC1=NC=2C(=CC=CC2C=2N1C=C(N2)C(=O)N2CC1(CC2)CCCC1)OC (5-amino-7-methoxyimidazo[1,2-c]quinazolin-2-yl)(2-azaspiro[4.4]nonan-2-yl)methanone